N-((3R,4R)-4-hydroxytetrahydro-2H-pyran-3-yl)-4-methylbenzenesulfonamide O[C@H]1[C@@H](COCC1)NS(=O)(=O)C1=CC=C(C=C1)C